6-(3-Isopropyl-5-(piperidin-4-yloxy)-1H-indol-2-yl)-8-methoxy-[1,2,4]triazolo[1,5-a]pyridin C(C)(C)C1=C(NC2=CC=C(C=C12)OC1CCNCC1)C=1C=C(C=2N(C1)N=CN2)OC